ClC=1C=C(C=C2C(=C(C=NC12)C#N)N[C@H](CC)C1=CC=CC=C1)N[C@H](C=1N=NN(C1)CC(F)(F)F)C=1C=NC=CC1 8-chloro-4-(((R)-1-phenylpropyl)amino)-6-(((S)-pyridin-3-yl(1-(2,2,2-trifluoroethyl)-1H-1,2,3-triazol-4-yl)methyl)amino)quinoline-3-carbonitrile